C(C)OC(=O)C1=C(C=C2C(=N1)C1=C(O2)C=CC=C1)N.O1CCN(C2=C1C=CC=C2)NC(=O)C=2C=NC1=C(C=CC=C1C2N(C)CCOC)C2=C(C(=CC(=C2)F)F)F N-(2,3-dihydro-1,4-benzoxazin-4-yl)-4-[2-methoxyethyl-(methyl)amino]-8-(2,3,5-trifluorophenyl)quinoline-3-carboxamide ethyl-3-aminobenzofuro[3,2-b]pyridine-2-carboxylate